ClC1=NC=CC(=C1F)C1=NNC2=NC(=CN=C21)N2CCC1(CC2)CC2=CC=CC=C2[C@@H]1N (3R)-1'-[3-(2-chloro-3-fluoropyridin-4-yl)-1H-pyrazolo[3,4-b]pyrazin-6-yl]-1,3-dihydrospiro[inden-2,4'-piperidin]-3-amine